N1=C(N=CC=C1)[C@H](C)N[C@@H]1CCC2=CC(=CC=C12)C(F)(F)F (R)-N-((S)-1-(pyrimidin-2-yl)ethyl)-5-(trifluoromethyl)-2,3-dihydro-1H-inden-1-amine